ClC1=C(C(=CC=C1)F)NC1=CC(=C(C=C1C)N=CN(C)CC)C N'-(4-((2-chloro-6-fluorophenyl)amino)-2,5-dimethylphenyl)-N-ethyl-N-methylformimidamide